(3-acetyl-5-(6-fluoropyridin-3-yl)-1H-indazol-1-yl)acetic acid C(C)(=O)C1=NN(C2=CC=C(C=C12)C=1C=NC(=CC1)F)CC(=O)O